C(C1=CC=CC=C1)(C1=CC=CC=C1)OC=1C(=C2C(C(C(OC2=CC1)(C1=CC=CC=C1)OC(C1=CC=CC=C1)C1=CC=CC=C1)(O)OC(C1=CC=CC=C1)C1=CC=CC=C1)(O)OC(C1=CC=CC=C1)C1=CC=CC=C1)OC(C1=CC=CC=C1)C1=CC=CC=C1 penta(benzhydryloxy)flavan-3,4-diol